2-((1s,3s)-3-(5-(2-aminopropan-2-yl)-3-methylpyrazin-2-yl)cyclobutyl)-7-methoxy-[1,2,4]triazolo[1,5-c]quinazolin-5-amine NC(C)(C)C=1N=C(C(=NC1)C1CC(C1)C1=NN2C(=NC=3C(=CC=CC3C2=N1)OC)N)C